(9Z,12Z)-octadeca-9,12-dien-1-yl methanesulfonate CS(=O)(=O)OCCCCCCCC\C=C/C\C=C/CCCCC